undecyl 7-(4-(4-(benzo[b]thiophen-4-yl)piperazin-1-yl)butoxy)-2-oxoquinoline-1(2H)-carboxylate S1C2=C(C=C1)C(=CC=C2)N2CCN(CC2)CCCCOC2=CC=C1C=CC(N(C1=C2)C(=O)OCCCCCCCCCCC)=O